1-(2-Chloropyridin-4-yl)-3-(3-(trifluoromethyl)isothiazol-5-yl)urea ClC1=NC=CC(=C1)NC(=O)NC1=CC(=NS1)C(F)(F)F